ClC=1C(=C(C=CC1OCC1CC(C1)(F)F)NC=1C2=C(N=CN1)C=CC(=N2)O[C@@H]2CN(CC2)C(=O)OC(C)(C)C)F (S)-tert-Butyl 3-((4-((3-chloro-4-((3,3-difluorocyclobutyl) methoxy)-2-fluorophenyl)amino)pyrido[3,2-d]pyrimidin-6-yl)oxy)pyrrolidine-1-carboxylate